CN(C)C1CCC(CC1)C N,N-dimethylamino-4-methylcyclohexane